5-(4-{2-[3-(fluoromethyl)azetidin-1-yl]ethoxy}phenyl)-7-methyl-5H-[1]benzopyrano[4,3-c]quinolin-2-ol FCC1CN(C1)CCOC1=CC=C(C=C1)C1OC2=C(C=CC=C2C)C=2C=NC=3C=C(C=CC3C21)O